N-(cis-1-(2,2,3,3,4,4,4-heptafluorobutanoyl)-2-(((cis-4-isopropylcyclohexyl)oxy)methyl)-piperidin-3-yl)methanesulfonamide FC(C(=O)N1[C@H]([C@H](CCC1)NS(=O)(=O)C)CO[C@@H]1CC[C@@H](CC1)C(C)C)(C(C(F)(F)F)(F)F)F